ClC1=CC=C(CNC(=O)NC2CC3(C2)CC(C3)CS(=O)(=O)C3=CC=CC=C3)C=C1 1-(4-chlorobenzyl)-3-(6-((phenylsulfonyl)meth-yl)spiro[3.3]heptan-2-yl)urea